tert-butyl (5-bromo-3-fluoro-2-methoxyphenyl)carbamate BrC=1C=C(C(=C(C1)NC(OC(C)(C)C)=O)OC)F